FC(C=1C(=C(C=CC1)[C@@H](C)N1CN=C(C2=CC(=C(C=C12)OC)C=1CCS(CC1)(=O)=N)N)F)F 1-N-[(1R)-1-[3-(difluoromethyl)-2-fluoro-phenyl]ethyl]-6-(1-imino-1-oxo-3,6-dihydro-2H-thiopyran-4-yl)-7-methoxy-quinazolin-4-amine